N-[(E)-2-(4-fluorophenyl)ethylideneamino]-4-methyl-benzenesulfonamide FC1=CC=C(C=C1)C\C=N\NS(=O)(=O)C1=CC=C(C=C1)C